Ethyl 4-hydroxy-3-methylpyrazolo[1,5-a]pyridine-5-carboxylate OC=1C=2N(C=CC1C(=O)OCC)N=CC2C